N1=NC=CC2=C1CCOC2 7,8-dihydro-5H-pyrano[4,3-c]pyridazine